(E)-bromocrotonyl chloride BrC/C=C/C(=O)Cl